FC(C)(F)C=1C=C(C=CC1)C1=CC(=C(C(=O)N2CCC(CC2)CN2CCN(CC2)CC(=O)N2CCN(CC2)C(=O)C=2C=C(C=CC2F)CC2=NNC(C3=CC=CC=C23)=O)C(=C1)F)F 4-[[3-[4-[2-[4-[[1-[4-[3-(1,1-difluoroethyl)phenyl]-2,6-difluoro-benzoyl]-4-piperidyl]methyl]piperazin-1-yl]acetyl]piperazine-1-carbonyl]-4-fluoro-phenyl]methyl]-2H-phthalazin-1-one